N-(2-butoxy)phenyl-N'-(3-(1-butyl-1,2,3,4-tetrahydropyridin-4-yl)-1H-indol-5-yl)urea CC(CC)ON(C(=O)NC=1C=C2C(=CNC2=CC1)C1CCN(C=C1)CCCC)C1=CC=CC=C1